FC(C1=C(C=CC=C1)C1=NN2C(NC=3C=CC=CC3C2=N1)=O)(F)F 2-[2-(trifluoromethyl)phenyl][1,2,4]triazolo[1,5-c]quinazolin-5(6H)-one